N#CF Cyanogen fluorid